4-((1,2-diphenylethylamino)methyl)-2-methoxy-phenol C1(=CC=CC=C1)C(CC1=CC=CC=C1)NCC1=CC(=C(C=C1)O)OC